N-ethyl-vinylpyridine ammonium bromide [Br-].[NH4+].C(C)N1C(C=CC=C1)C=C